6-Bromo-4,7-dichloro-1H-indazole BrC1=CC(=C2C=NNC2=C1Cl)Cl